Cl.C1NCC2=C(C=CC=C12)NC1CC(OC1)=O 4-(Isoindolin-4-ylamino)dihydrofuran-2(3H)-one hydrochloride